O=C1N(C(C2=CC=CC=C12)=O)C1OCCCC1(C(=O)O[C@@H](C1=CC=CC=C1)C1=C(C=CC=C1)Br)C (S)-(2-bromophenyl)(phenyl)methanol 1,3-dioxoisoindolin-2-yl-3-methyltetrahydro-2H-pyran-3-carboxylate